(4aR,8aS)-6-(3-(1-Methyl-1H-indazol-4-yl)azetidine-1-carbonyl)hexahydro-2H-pyrido[4,3-b][1,4]oxazin-3(4H)-one CN1N=CC2=C(C=CC=C12)C1CN(C1)C(=O)N1C[C@@H]2[C@@H](OCC(N2)=O)CC1